(3S)-3-{4'-chloro-4-fluoro-2',5,6'-trimethyl-[1,1'-biphenyl]-3-yl}-3-[(2S)-2-({6-[(3R)-3-(dimethylamino)pyrrolidin-1-yl]pyridin-2-yl}formamido)-4-methylpentanamido]propanoic acid ClC1=CC(=C(C(=C1)C)C1=CC(=C(C(=C1)C)F)[C@H](CC(=O)O)NC([C@H](CC(C)C)NC(=O)C1=NC(=CC=C1)N1C[C@@H](CC1)N(C)C)=O)C